N-(3-hydroxy-5-(1-methyl-1H-1,2,4-triazol-3-yl)phenyl)-5-((3-(1-methylpiperidin-4-yl)phenyl)amino)pyrazolo[1,5-a]pyrimidine-3-carboxamide OC=1C=C(C=C(C1)C1=NN(C=N1)C)NC(=O)C=1C=NN2C1N=C(C=C2)NC2=CC(=CC=C2)C2CCN(CC2)C